C(C(CC)(N)N)N 1,2,2-butanetriamine